6-chloro-1-(1-(tetrahydro-2H-pyran-4-yl)ethyl)-1H-pyrazolo[3,4-b]pyrazin-3-ylethan-1-one ClC1=CN=C2C(=N1)N(N=C2C(C)=O)C(C)C2CCOCC2